ClC1=CC=C(CC2C(N(C3CC23)C2=CC(=NN2COCC[Si](C)(C)C)C2=CN=NC=C2)=O)C=C1 Endo-4-(4-chlorobenzyl)-2-(3-(pyridazin-4-yl)-1-((2-(trimethylsilyl)ethoxy)-methyl)-1H-pyrazol-5-yl)-2-azabicyclo[3.1.0]hexan-3-one